1-(2,3,6-trifluorophenyl)but-3-en-1-ol FC1=C(C(=CC=C1F)F)C(CC=C)O